FCS(=O)(=O)N[C@@H]1CN(C[C@@H]1F)C1=NOC(C1)(C1=NC=C(C=C1C1=C(C=C(C=C1F)F)F)F)CF 1-fluoro-N-[(3R,4S)-4-fluoro-1-{5-(fluoromethyl)-5-[5-fluoro-3-(2,4,6-trifluorophenyl)pyridin-2-yl]-4,5-dihydro-1,2-oxazol-3-yl}pyrrolidin-3-yl]methanesulfonamide